C(CCC)OC1=CC=C(C=C1)CCC[C@@H](C(=O)OCC)N1CCN(CCN(CCN(CC1)CC(OC(C)(C)C)=O)CC(OC(C)(C)C)=O)CC(=O)OC(C)(C)C ethyl (2S)-5-(4-butoxyphenyl)-2-[4,7,10-tris(2-tert-butoxy-2-oxoethyl)-1,4,7,10-tetraazacyclododecan-1-yl]pentanoate